O(CC(CCO)O)CC(CCO)O 2'-(oxybis(methylene))bis(propane-1,3-diol)